Cl.BrC=1C(=NC2=CC=C(C=C2C1)C(F)(F)F)N1CCNCC1 3-bromo-2-piperazin-1-yl-6-(trifluoromethyl)quinoline hydrochloride